1-(Dimethoxy-phosphoryl)-ethyl-(2,4-dichlorophenoxy)acetat COP(=O)(OC)C(C)C(C(=O)[O-])OC1=C(C=C(C=C1)Cl)Cl